P(=O)(OCC)(OCC1=CC(=C(C(=C1)C(C)(C)C)O)C(C)(C)C)[O-].[Ni+] nickel monoethyl 3,5-di-tert-butyl-4-hydroxybenzyl phosphate